CC=1C=C(C=C(C1)C)S(=O)(=O)NCC(=O)N[C@H](C(=O)N(C)C1=CC=C(C=C1)OC)CC1=CC=CC=C1 (S)-2-(2-((3,5-dimethylphenyl)sulfonamido)acetylamino)-N-(4-methoxyphenyl)-N-methyl-3-phenylpropionamide